C(#N)C1=CC(=C(COC2=CC=CC(=N2)C23CCN(CC3C2)C(=O)OC(C)(C)C)C=C1)F tert-butyl 6-(6-((4-cyano-2-fluorobenzyl)oxy)pyridin-2-yl)-3-azabicyclo[4.1.0]heptane-3-carboxylate